(1-(6-(1H-1,2,4-triazol-5-yl)pyridin-3-yl)1H-pyrrolo[2,3-b]pyridin-5-yl)(2,6-dimethylmorpholino)methanone N1N=CN=C1C1=CC=C(C=N1)N1C=CC=2C1=NC=C(C2)C(=O)N2CC(OC(C2)C)C